ClC1=C(C=NC(=N1)SC)C#N 6-chloro-5-cyano-2-methylsulfanyl-pyrimidin